[Na].C(CC)C=1C=C(C(=CC1CC=C)OC)O 4-propyl-eugenol sodium salt